(S)-N-(1-(3-chlorophenyl)ethyl)-1,2-dimethyl-1H-indole-6-carboxamide ClC=1C=C(C=CC1)[C@H](C)NC(=O)C1=CC=C2C=C(N(C2=C1)C)C